(1R,5S,6R)-3-(5-Bromopyridin-2-yl)-3-azabicyclo[3.1.0]hexane-6-carboxylic acid ethyl ester C(C)OC(=O)C1[C@H]2CN(C[C@@H]12)C1=NC=C(C=C1)Br